benzylaminopurine-triacontanol C(C1=CC=CC=C1)NC1=NC2=NC(=NC=C2N1)CCCCCCCCCCCCCCCCCCCCCCCCCCCCCCO